C(C)(C)N1N=CC(=C1)C1=CC(=NC=C1)N(C(=O)C1CCC(CC1)N(C([O-])=O)CCOC)CC12CCC(CC1)(CC2)C2=CC(=C(C=C2)OC)C 4-((4-(1-Isopropyl-1H-pyrazol-4-yl)pyridin-2-yl) ((4-(4-methoxy-3-methylphenyl)bicyclo[2.2.2]octan-1-yl)methyl) carbamoyl)cyclohexyl(2-methoxyethyl)trans-carbamate